6-{[5-Bromo-6-(difluoromethoxy)pyridin-2-yl]methyl}-5-methyl-[1,2,4]triazolo[1,5-a]pyrimidin-7-amine BrC=1C=CC(=NC1OC(F)F)CC=1C(=NC=2N(C1N)N=CN2)C